1-[5-[6-benzyloxy-2-(4-fluorophenyl)benzothien-3-yl]oxy-2-pyridyl]piperidine-4-carbaldehyde C(C1=CC=CC=C1)OC1=CC2=C(C(=C(S2)C2=CC=C(C=C2)F)OC=2C=CC(=NC2)N2CCC(CC2)C=O)C=C1